(3R)-3-methylpyrrolidine C[C@H]1CNCC1